OCC(C)(C1=CC(=CC=C1)OC(F)(F)F)NC1=NC2=C(N1)C=CC=C2CNC(=O)NC 1-((2-((1-hydroxy-2-(3-(trifluoromethoxy)phenyl)propan-2-yl)amino)-1H-benzo[d]imidazol-4-yl)methyl)-3-methylurea